N1(C(C=CC=C1)=O)C=1C=NC=CC1 2H-[1,3'-bipyridinyl]-2-one